tert-Butyl N-[(R)-[5-[[2-(2-adamantyl)acetyl]amino]-1H-benzimidazol-2-yl]-phenyl-methyl]-N-methylcarbamate C12C(C3CC(CC(C1)C3)C2)CC(=O)NC2=CC3=C(NC(=N3)[C@H](N(C(OC(C)(C)C)=O)C)C3=CC=CC=C3)C=C2